6-Chloro-N-cyclobutyl-8-((4-methoxybenzyl)(methyl)amino)imidazo[1,2-b]pyridazine-3-carboxamide ClC=1C=C(C=2N(N1)C(=CN2)C(=O)NC2CCC2)N(C)CC2=CC=C(C=C2)OC